2-methylpropyl acetate C(C)(=O)OCC(C)C